(9H-fluoren-9-yl)methyl ((3S,5S)-1-(2-(4-amino-6-(trifluoromethyl)-9H-pyrimido[4,5-b]indol-9-yl)acetyl)-5-((6-bromopyridin-2-yl)carbamoyl)pyrrolidin-3-yl)carbamate NC1=NC=NC=2N(C3=CC=C(C=C3C21)C(F)(F)F)CC(=O)N2C[C@H](C[C@H]2C(NC2=NC(=CC=C2)Br)=O)NC(OCC2C1=CC=CC=C1C=1C=CC=CC21)=O